C1(=CC=CC=C1)C1=CC=CC(=N1)C1=C(C=CC=C1)C1=C(C(=NC(=C1N1C2=CC=CC=C2C=2C=CC=CC12)N1C2=CC=CC=C2C=2C=CC=CC12)N1C2=CC=CC=C2C=2C=CC=CC12)N1C2=CC=CC=C2C=2C=CC=CC12 9,9',9'',9'''-(4-(2-(6-phenylpyridin-2-yl)phenyl)pyridine-2,3,5,6-tetrayl)tetrakis(9H-carbazole)